ethyl 1-(1-cyclopropylethyl)-1H-pyrrolo[2,3-b]pyridine-2-carboxylate C1(CC1)C(C)N1C(=CC=2C1=NC=CC2)C(=O)OCC